1-(3-((tert-Butyldimethylsilyl)oxy)propyl)-4-fluoro-1H-pyrazole-5-carboxylic acid ethyl ester C(C)OC(=O)C1=C(C=NN1CCCO[Si](C)(C)C(C)(C)C)F